all-trans-8'-apo-β-carotenal CC1=C(C(CCC1)(C)C)/C=C/C(=C/C=C/C(=C/C=C/C=C(\C)/C=C/C=C(\C)/C=O)/C)/C